ethyl (Z)-3-((1-hydroxybutan-2-yl)amino)-2-(2,3,4,5-tetrafluorobenzoyl)acrylate OCC(CC)N\C=C(/C(=O)OCC)\C(C1=C(C(=C(C(=C1)F)F)F)F)=O